FC1=CC(=C(C=C1NC1=NC=NC(=C1)N1OCC[C@@H]1C1=CC(=CC=C1)OC1=CC=CC=C1)NC(C=C)=O)N1CCN(CC1)C (R)-N-(4-fluoro-2-(4-methylpiperazin-1-yl)-5-((6-(3-(3-phenoxy-phenyl)isoxazolidin-2-yl)pyrimidin-4-yl)amino)-phenyl)acrylamide